OC1=C(C=CC(=C1)OC)C(C=CC1=CC(=CC=C1)CC=C(C)C)=O 1-(2-Hydroxy-4-methoxyphenyl)-3-[3-(3-methylbut-2-enyl)phenyl]prop-2-en-1-one